ClC1=CC(=C(CNC2=NC=3CN(CCC3C=C2I)C(=O)OC(C)(C)C)C=C1)F tert-butyl 2-((4-chloro-2-fluorobenzyl) amino)-3-iodo-5,8-dihydro-1,7-naphthyridine-7(6H)-carboxylate